C(C)OC(=O)C=1N(N=C(C1)Br)CCNC(=O)OC(C)(C)C 5-bromo-2-[2-(tert-Butoxycarbonylamino)ethyl]pyrazole-3-carboxylic acid ethyl ester